8-(4-(hydroxymethyl)phenyl)-6-methyloct-2,7-dienoic acid tert-butyl ester C(C)(C)(C)OC(C=CCCC(C=CC1=CC=C(C=C1)CO)C)=O